O=C(C(=O)NC=1C2=C(C=NC1)C=NN2)N2[C@H](CC[C@@H](C2)C)C=2C=CC1=C(N=C(S1)[C@H]1[C@H](CN(CC1)C)C)C2 |o1:29,30| 2-oxo-N-(1H-pyrazolo[4,3-c]pyridin-7-yl)-2-[(2R,5S)-5-methyl-2-[2-[rel-(3R,4R)-1,3-dimethyl-4-piperidyl]-1,3-benzothiazol-5-yl]-1-piperidyl]acetamide